CN(C1CC2(CN(C2)C(=O)C2=CC=C(C=C2)C(F)(F)F)C1)C=1C2=C(N=CN1)NC=C2 (6-(Methyl(7H-pyrrolo[2,3-d]pyrimidin-4-yl)amino)-2-azaspiro[3.3]heptan-2-yl)(4-(trifluoromethyl)phenyl)methanon